(methylsulfanyl)-1,2,4-triazin-5(2H)-one CSN1N=CC(N=C1)=O